ClC1=NC(=C2C(N1)=CC=N2)Cl 2,4-dichloropyrrolo[3,2-D]pyrimidine